ClC1=NC(=CC(=N1)C(C)(C)Cl)C 2-chloro-4-(2-chloropropane-2-yl)-6-methylpyrimidine